[Sb].[Cd] cadmium-antimony